NC1=CC=C(C=C1)N=NC1=CC=C(C=C1)N 4-amino-4'-aminoazobenzene